N-(4,5-Dimethoxy-2-((4-(2-((pyridin-3-ylmethyl)amino)ethyl)phenyl)carbamoyl)phenyl)-4-oxo-4H-chromene-2-carboxamide COC1=CC(=C(C=C1OC)NC(=O)C=1OC2=CC=CC=C2C(C1)=O)C(NC1=CC=C(C=C1)CCNCC=1C=NC=CC1)=O